1-(3-amino-5-fluoropyridin-2-yl)ethanone NC=1C(=NC=C(C1)F)C(C)=O